FC1=NC=CC=C1C=1C=C2C(=NNC2=CC1)C(=O)NC1CNCC1 5-(2-Fluoropyridin-3-yl)-N-(pyrrolidin-3-yl)-1H-indazole-3-carboxamide